4-(4-(1-(4-((R)-2-(3-Chloro-4-cyanophenyl)-3-methyl-2,8-diazaspiro[4.5]decan-8-yl)benzoyl)piperidin-4-yl)piperazin-1-yl)-N-(2,6-dioxopiperidin-3-yl)-2-fluorobenzamide ClC=1C=C(C=CC1C#N)N1CC2(C[C@H]1C)CCN(CC2)C2=CC=C(C(=O)N1CCC(CC1)N1CCN(CC1)C1=CC(=C(C(=O)NC3C(NC(CC3)=O)=O)C=C1)F)C=C2